Ethyl 2-((S)-2-((S)-3,3-difluorocyclopentyl)-2-(4-(2-methyl-2H-tetrazol-5-yl)phenyl)acetamido)-4-(trifluoromethyl)thiazole-5-carboxylate FC1(C[C@H](CC1)[C@H](C(=O)NC=1SC(=C(N1)C(F)(F)F)C(=O)OCC)C1=CC=C(C=C1)C=1N=NN(N1)C)F